3-ethylsulfonyl-6-iodo-2-[3-methyl-6-(trifluoromethyl)imidazo[4,5-b]pyridin-2-yl]imidazo[1,2-a]pyridin-8-carbonitrile C(C)S(=O)(=O)C1=C(N=C2N1C=C(C=C2C#N)I)C2=NC=1C(=NC=C(C1)C(F)(F)F)N2C